7-bromobenzo[d][1,3]dioxol-5-amine BrC1=CC(=CC2=C1OCO2)N